methyl 7-chloro-2-(4-(3-cyclopropoxyazetidin-1-yl) cyclohexyl)-2,4-dimethylbenzo[d][1,3]dioxole-5-carboxylate ClC1=CC(=C(C2=C1OC(O2)(C)C2CCC(CC2)N2CC(C2)OC2CC2)C)C(=O)OC